2-amino-3-((1R,4R,5R)-3-oxo-2-azabicyclo[3.1.0]hexan-4-yl)propanamide hydrochloride Cl.NC(C(=O)N)C[C@H]1C(N[C@@H]2C[C@H]12)=O